COC(=O)C1=NC(=CC(=C1)Br)N.O1CCC(CC1)CN1C[C@H]2C([C@H]2C1)NC1=CC=C(N=N1)C1=CC=C(C=C1)NC(C)=O N-[4-[6-[[(1s,5r)-3-(tetrahydropyran-4-ylmethyl)-3-azabicyclo[3.1.0]hexane-6-yl]amino]pyridazin-3-yl]phenyl]acetamide methyl-6-amino-4-bromopyridinecarboxylate